O1CCOC12CCC(CC2)C2=CC1=C(N(CCO1)C1C(NC(CC1)=O)=O)C=C2 3-[7-(1,4-dioxaspiro[4.5]decan-8-yl)-2,3-dihydro-1,4-benzoxazin-4-yl]piperidine-2,6-dione